fluoro-7-methoxy-4-(1H-1,2,4-triazol-1-yl)quinazolin-2-amine FC1=C2C(=NC(=NC2=CC(=C1)OC)N)N1N=CN=C1